BrC=1C=C(C=CC1F)NC(=O)C1=CC(=NC=C1)C(F)(F)F N-(3-bromo-4-fluorophenyl)-2-(trifluoromethyl)pyridine-4-carboxamide